FC1=C(C=C2C(N(C(N(C2=C1)C1CCN(CC1)C=O)=O)CC1=CC(=C(OCC=2C=C(C#N)C=CC2)C=C1)OC)=O)OC(CF)CF 3-{[4-({7-fluoro-6-[2-fluoro-1-(fluoromethyl)ethoxy]-1-(1-formylpiperidin-4-yl)-2,4-dioxo-1,4-dihydroquinazolin-3(2H)-yl}methyl)-2-methoxyphenoxy]methyl}benzonitrile